COC(C1=C(C(=C(C(=C1F)Cl)Br)C)N)=O 2-Amino-4-bromo-5-chloro-6-fluoro-3-methylbenzoic acid methyl ester